(S)-1-Methyl-2-oxo-3-(3-(2-(5-tosyl-5H-pyrrolo[2,3-b]pyrazin-7-yl)thiazol-4-yl)phenyl)azetidin-3-yl acetate C(C)(=O)O[C@@]1(C(N(C1)C)=O)C1=CC(=CC=C1)C=1N=C(SC1)C1=CN(C2=NC=CN=C21)S(=O)(=O)C2=CC=C(C)C=C2